ClC=1C=C2C([C@@H](COC2=CC1F)NC(OCC)=O)=O Ethyl (R)-(6-chloro-7-fluoro-4-oxochroman-3-yl)carbamate